(6-tert-butoxy-3,4-dihydronaphthalen-1-yl) trifluoromethanesulfonate FC(S(=O)(=O)OC1=CCCC2=CC(=CC=C12)OC(C)(C)C)(F)F